N-[2-[(2-cyanopyrimidin-5-yl)methylamino]-3,4-difluoro-phenyl]-4-methyl-1,2,5-oxadiazole-3-carboxamide C(#N)C1=NC=C(C=N1)CNC1=C(C=CC(=C1F)F)NC(=O)C1=NON=C1C